tert-butyl O2-methyl (2R,3S)-3-[methyl(2-oxoethyl)carbamoyl]piperidine-1,2-dicarboxylate CN(C(=O)[C@@H]1[C@@H](N(CCC1)C(=O)OC(C)(C)C)C(=O)OC)CC=O